OCC1(CCC1)NC(=O)C=1N(N=C2C=CC(=CC12)OCC1=CC=NN1C)C N-[1-(hydroxymethyl)cyclobutyl]-2-methyl-5-[(1-methyl-1H-pyrazol-5-yl)methoxy]-2H-indazole-3-carboxamide